2-fluoro-5-(trifluoromethyl)-benzyl bromide FC1=C(CBr)C=C(C=C1)C(F)(F)F